[Cl-].C(C)(C)(C)PC1=NC=CC=C1 tertiary butyl-pyridylphosphine chloride